Methyl 1-(5-(difluoromethoxy)-2-fluorophenyl)-3-isopropyl-2-oxo-2,3-dihydro-1H-benzo[d]imidazole-5-carboxylate FC(OC=1C=CC(=C(C1)N1C(N(C2=C1C=CC(=C2)C(=O)OC)C(C)C)=O)F)F